4-(((cyclobutylmethyl)amino)methyl)-7,7-dimethyl-N-(5-((1s,3s)-3-methyl-1-(4-methyl-4H-1,2,4-triazol-3-yl)cyclobutyl)pyridin-3-yl)-6,7-dihydro-5H-cyclopenta[b]pyridine-2-carboxamide C1(CCC1)CNCC1=C2C(=NC(=C1)C(=O)NC=1C=NC=C(C1)C1(CC(C1)C)C1=NN=CN1C)C(CC2)(C)C